NCC1=C(C=C(C=C1)C=1N(N=C2C1N=CN(C2=O)CC2(CCN(CC2)C(C[C@@H](C(F)(F)F)C2=CC=CC=C2)=O)O)C)F (R)-3-(4-(Aminomethyl)-3-fluorophenyl)-6-((4-hydroxy-1-(4,4,4-trifluoro-3-phenylbutanoyl)piperidin-4-yl)methyl)-2-methyl-2H-pyrazolo[4,3-d]pyrimidin-7(6H)-one